1-(5-bromo-3-chloro-2-pyridinyl)-4-methyl-piperazine BrC=1C=C(C(=NC1)N1CCN(CC1)C)Cl